9-(3-chlorophenyl)-9-ethyl-6,6-dimethyl-5,6,7,9-tetrahydrothiazolo[4,5-b]quinolin-8(4H)-one ClC=1C=C(C=CC1)C1(C2=C(NC=3CC(CC(C13)=O)(C)C)N=CS2)CC